copper imidazolium quinolinate N1=C(C=CC2=CC=CC=C12)C(=O)[O-].N1C=[NH+]C=C1.[Cu]